CC1=C(C=C(C(=C1)O)C)CC1=C(C(=CC(=C1)CC1=C(C=C(C(=C1)C)O)C)C1CCCCC1)O 2,4-Bis[(2,5-dimethyl-4-hydroxyphenyl)methyl]-6-cyclohexylphenol